C(CCCC)OCOCCCC(C)[Li] 4-pentoxymethoxy-1-methylbutyl-lithium